3-(2-((tert-butyldimethylsilyl)oxy)ethyl)-6-((4-methoxybenzyl)oxy)quinoline [Si](C)(C)(C(C)(C)C)OCCC=1C=NC2=CC=C(C=C2C1)OCC1=CC=C(C=C1)OC